oxalate hydrate O.C(C(=O)O)(=O)O